CC1=CSC=2C(OCC3(C21)CC3)CNC 1-(3'-methyl-5'H,7'H-spiro[cyclopropane-1,4'-thieno[2,3-c]pyran]-7'-yl)-N-methyl-methylamine